IC1=CN(C=2N=CN=C(C21)/N=C/N(C)C)C=2C=NN(C2)C (E)-N'-(5-iodo-7-(1-methyl-1H-pyrazol-4-yl)-7H-pyrrolo[2,3-d]pyrimidin-4-yl)-N,N-dimethylformimidamide